C(C1=CC=CC=C1)OCCN1N=C2C(N(CCOC2=C1)C1=C(C=C(C=C1)C1=NC2=CC=C(C=C2C=N1)C(F)(F)F)C)=O 2-(2-(benzyloxy)ethyl)-7-(2-methyl-4-(6-(trifluoromethyl)quinazolin-2-yl)phenyl)-6,7-dihydro-2H-pyrazolo[3,4-f][1,4]oxazepin-8(5H)-one